C(C)(=O)C1=CN(C(C2=CC=CC=C12)=O)C 4-Acetyl-2-methylisoquinolin-1(2H)-one